C(CCCCCCCCCCCCCCCCCCCCCCCCCCCCC)(=O)OCCCCCCCCCCCCCC tetradecyl n-triacontanoate